COC=1C=CC(=NC1)C1=NOC(=N1)N1CCC(CC1)C(=O)OC(C)(C)C Tert-butyl 1-(3-(5-methoxypyridin-2-yl)-1,2,4-oxadiazol-5-yl)piperidine-4-carboxylate